5-((6-((3-acetamidophenyl)amino)-1-methyl-1H-pyrazolo[3,4-d]pyrimidin-3-yl)amino)-N-(2-(2,2-dimethylpyrrolidin-1-yl)ethyl)-6-methylnicotinamide C(C)(=O)NC=1C=C(C=CC1)NC1=NC=C2C(=N1)N(N=C2NC=2C(=NC=C(C(=O)NCCN1C(CCC1)(C)C)C2)C)C